1-(2-carboxyethyl)-3,3-dimethyl-2-((1E,3Z)-3-(3-methyl-1,3-bis(3-sulfopropyl)-1,3-dihydro-2H-benzo[4,5]thieno[2,3-b]pyrrol-2-ylidene)prop-1-en-1-yl)-3H-indol-1-ium iodide [I-].C(=O)(O)CC[N+]1=C(C(C2=CC=CC=C12)(C)C)\C=C\C=C/1\C(C2=C(N1CCCS(=O)(=O)O)SC1=C2C=CC=C1)(CCCS(=O)(=O)O)C